F[B-](F)(F)F.F[B-](F)(F)F.FC1=CC=CC(=[N+]1C)C1=[N+](C(=CC=C1)F)C 6,6'-Difluoro-1,1'-dimethyl-[2,2'-bipyridine]-1,1'-diium bis(tetrafluoroborate)